(S)-4-Chloro-6-(3-(1-(4-methyl-4H-1,2,4-triazol-3-yl)-3-oxocyclobutyl)phenyl)-2-((3-methylpiperidin-1-yl)methyl)-1,6-dihydro-7H-pyrrolo[2,3-c]pyridin-7-one ClC=1C2=C(C(N(C1)C1=CC(=CC=C1)C1(CC(C1)=O)C1=NN=CN1C)=O)NC(=C2)CN2C[C@H](CCC2)C